Nitro-4-(4-(trifluoromethyl)phenoxy)benzonitrile [N+](=O)([O-])C1=C(C#N)C=CC(=C1)OC1=CC=C(C=C1)C(F)(F)F